[Sn+2].C(C)C(C(=O)O)CCCC.C(C)C(C(=O)O)CCCC bis(2-ethylhexanoic acid) tin (II)